The molecule is a proanthocyanidin consisting of (-)-epigallocatechin and (+)-catechin units joined by a (4alpha->6)-linkage. It has a role as a metabolite. It is a hydroxyflavan, a proanthocyanidin, a biflavonoid and a polyphenol. It derives from a (-)-epigallocatechin and a (+)-catechin. C1[C@@H]([C@H](OC2=C1C(=C(C(=C2)O)[C@@H]3[C@H]([C@H](OC4=CC(=CC(=C34)O)O)C5=CC(=C(C(=C5)O)O)O)O)O)C6=CC(=C(C=C6)O)O)O